N-((1R)-3-Cyano-3-azabicyclo[3.1.0]hexan-1-yl)-5-(3-(phenylamino)pyridin-4-yl)-1H-pyrazol-3-carboxamid C(#N)N1C[C@]2(CC2C1)NC(=O)C1=NNC(=C1)C1=C(C=NC=C1)NC1=CC=CC=C1